N,N'-bisformyl-N,N'-bis(2,2,6,6-tetramethyl-4-piperidinyl)-hexamethylenediamine C(=O)N(CCCCCCN(C1CC(NC(C1)(C)C)(C)C)C=O)C1CC(NC(C1)(C)C)(C)C